CC1N(CCC2=CC=CC=C12)C=O 1-methyl-1,2,3,4-tetrahydroisoquinoline-2-carbaldehyde